(S)-2-(3-(1-(5,5-Dimethylpyrrolidine-2-carbonyl)piperidine-4-carbonyl)-2-methyl-1H-pyrrolo[2,3-c]pyridin-1-yl)-5-fluoro-N,N-bis(propan-2-yl-d7)benzamide CC1(CC[C@H](N1)C(=O)N1CCC(CC1)C(=O)C1=C(N(C2=CN=CC=C21)C2=C(C(=O)N(C(C([2H])([2H])[2H])(C([2H])([2H])[2H])[2H])C(C([2H])([2H])[2H])(C([2H])([2H])[2H])[2H])C=C(C=C2)F)C)C